C1(CCCC1)C1=C(C=NC=2N1N=CC2)NC(=O)NC=2C=NC(=C(C2)C)C2=NOC(=N2)CCCCCC(=O)N2CCN(CC2)C=2C=C1CN(C(C1=CC2)=O)C2C(NC(CC2)=O)=O 1-(7-cyclopentylpyrazolo[1,5-a]pyrimidin-6-yl)-3-[6-[5-[6-[4-[2-(2,6-dioxo-3-piperidyl)-1-oxo-isoindolin-5-yl]piperazin-1-yl]-6-oxo-hexyl]-1,2,4-oxadiazol-3-yl]-5-methyl-3-pyridyl]urea